N-[(4-methoxypyrimidin-5-yl)methyl]-4-(trifluoromethoxy)-benzamide COC1=NC=NC=C1CNC(C1=CC=C(C=C1)OC(F)(F)F)=O